methyl 4-(3-(tert-butoxy)-3-oxopropyl)-2-methylbenzoate C(C)(C)(C)OC(CCC1=CC(=C(C(=O)OC)C=C1)C)=O